O=S1(C[C@@H](C=C1)NC(=O)C=1C(NC2=CC(=CC=C2C1)C1(CCC1)F)=O)=O (R)-N-(1,1-dioxido-2,3-dihydrothiophen-3-yl)-7-(1-fluorocyclobutyl)-2-oxo-1,2-dihydroquinoline-3-carboxamide